(S)-3-(1-cyclopentyl-5-(2-(1,1-difluoroethyl)phenyl)-1H-pyrazole-3-carboxamido)-5-(3,3-difluoropiperidin-1-yl)pentanoic acid tert-butyl ester C(C)(C)(C)OC(C[C@H](CCN1CC(CCC1)(F)F)NC(=O)C1=NN(C(=C1)C1=C(C=CC=C1)C(C)(F)F)C1CCCC1)=O